2-(([1,1'-biphenyl]-3-yl-2',3',4',5',6'-d5)amino)-4-(9H-carbazol-9-yl)benzonitrile C1(=CC(=CC=C1)NC1=C(C#N)C=CC(=C1)N1C2=CC=CC=C2C=2C=CC=CC12)C1=C(C(=C(C(=C1[2H])[2H])[2H])[2H])[2H]